(R)-2-(5-((6-(((S)-1-(4-(tert-butyl)phenyl)ethyl)carbamoyl)-1-(cyclobutylmethyl)-2-methyl-1H-indol-3-yl)methyl)-2-fluorophenoxy)propanoic acid C(C)(C)(C)C1=CC=C(C=C1)[C@H](C)NC(=O)C1=CC=C2C(=C(N(C2=C1)CC1CCC1)C)CC=1C=CC(=C(O[C@@H](C(=O)O)C)C1)F